(S)-4-(((R)-2-methoxypropyl)(4-(5,6,7,8-tetrahydro-1,8-naphthyridin-2-yl)butyl)amino)-2-((2-(pyridin-3-yl)quinazolin-4-yl)amino)butanoic acid CO[C@@H](CN(CC[C@@H](C(=O)O)NC1=NC(=NC2=CC=CC=C12)C=1C=NC=CC1)CCCCC1=NC=2NCCCC2C=C1)C